C(C)(C)(C)OC(=O)N1CC2(CC1)CC=1C=NC=CC1O2 3H-spiro[furo[3,2-c]pyridine-2,3'-pyrrolidine]-1'-carboxylic acid tert-butyl ester